7-Bromo-N-(5-hydroxy-3,4,6-trimethylpyridin-2-yl)-1H-indol-2-carboxamid BrC=1C=CC=C2C=C(NC12)C(=O)NC1=NC(=C(C(=C1C)C)O)C